bis(2-chloro-4-amino-4,5-diethylphenyl)methane ClC1=C(C=C(C(C1)(CC)N)CC)CC1=C(CC(C(=C1)CC)(N)CC)Cl